3-HEPTENOIC ACID C(CC=CCCC)(=O)O